C(CCCCCCC)ON1C(CC(CC1(C)C)OC(CCCCCCCCC(=O)OC1CC(N(C(C1)(C)C)OCCCCCCCC)(C)C)=O)(C)C bis(1-octyloxy-2,2,6,6-tetramethylpiperidine-4-yl)-sebacate